CN1N=C(C2=CC=CC(=C12)OC1CCN(CC1)C(C1=CC=C(C=C1)OC1=CC=CC=C1)=O)C1C(NC(CC1)=O)=O 3-(1-methyl-7-((1-(4-phenoxybenzoyl)piperidin-4-yl)oxy)-1H-indazol-3-yl)-piperidine-2,6-dione